methyl 3-(2-fluoro-4-morpholino-anilino)-5-(methylamino)-6-(3-methylimidazo[4,5-c]pyridin-7-yl)pyrazine-2-carboxylate FC1=C(NC=2C(=NC(=C(N2)NC)C=2C3=C(C=NC2)N(C=N3)C)C(=O)OC)C=CC(=C1)N1CCOCC1